Ethyl 1,3,4-trimethyl-5-pyrazolate CN1N=C(C(=C1C(=O)OCC)C)C